C(C1=CC=CC=C1)OC1=C(C=C(C(=C1)Br)F)C(C(F)(F)F)O 1-(2-benzyloxy-4-bromo-5-fluoro-phenyl)-2,2,2-trifluoro-ethanol